C[C@@H]1N(C2=CC=C3C(=C2CC1)N=C(N3)CCC3=CC=CC=C3)C(=O)OC methyl (S)-7-methyl-2-phenethyl-3,7,8,9-tetrahydro-6H-imidazo[4,5-f]quinoline-6-carboxylate